ClC1=CC=C(C=C1)C=1C=C2C=CC=CN2C1N1C2=CC=CC=C2SC=2C=CC=CC12 10-(2-(4-chlorophenyl)indolizin-3-yl)-10H-phenothiazine